2-(6,7-Dihydrothieno[3,2-C]pyridin-5(4H)-yl)malononitrile S1C=CC=2CN(CCC21)C(C#N)C#N